FC(OC1=C(C=O)C=CC(=C1)C1=NN(C(=C1)C=1C=NC(=CC1)C(F)(F)F)CC)F 2-(difluoromethoxy)-4-{1-ethyl-5-[6-(trifluoromethyl)pyridin-3-yl]-1H-pyrazol-3-yl}benzaldehyde